N1N=NC(=C1)CNC(C(=O)C=1C(=C(N(C1C)C)C(=O)NC1=CC(=C(C=C1)F)F)C)=O 4-(2-(((1H-1,2,3-triazol-4-yl)methyl)amino)-2-oxoacetyl)-N-(3,4-difluorophenyl)-1,3,5-trimethyl-1H-pyrrole-2-carboxamide